CN1C(C2=CC=C(C=C2C=C1)C1=NC2=CC(=CC=C2C(=C1)C1=CC=NN1C)C(=O)N1CCCCC1)=O 2-methyl-6-(4-(1-methyl-1H-pyrazol-5-yl)-7-(1-piperidinylcarbonyl)-2-quinolinyl)-1(2H)-isoquinolinone